4-Amino-2,6-dichloro-5-fluoronicotinic Acid NC1=C(C(=NC(=C1C(=O)O)Cl)Cl)F